2-[2-[2-(8-chloro-4-oxo-chromen-2-yl)-5-methyl-phenoxy]ethylcarbamoylamino]acetic acid ClC=1C=CC=C2C(C=C(OC12)C1=C(OCCNC(=O)NCC(=O)O)C=C(C=C1)C)=O